acryl-dimethylamide C(=O)(C=C)C[N-]C